diethyl (1-(4-(bromomethyl)phenyl)propan-2-yl)phosphonate BrCC1=CC=C(C=C1)CC(C)P(OCC)(OCC)=O